ClC=1C(=C(C(=C(C1)C(C)=O)O)C=1C(=NC(=CC1)C(F)(F)F)OC)F 1-(5-chloro-4-fluoro-2-hydroxy-3-(2-methoxy-6-(trifluoromethyl)pyridin-3-yl)phenyl)ethan-1-one